4-(3,5-bis(trifluoromethyl)phenyl)-7-(4-trifluoromethylphenyl)-5-t-butylbenzothieno[2,3-d]pyridazine FC(C=1C=C(C=C(C1)C(F)(F)F)C=1N=NC=C2C1S(C1=C2C=CC(=C1)C1=CC=C(C=C1)C(F)(F)F)C(C)(C)C)(F)F